ClC=1C(=C(C=C2C=C(N=CC12)NC(=O)[C@H]1[C@@H](C1)C#N)I)F |r| (±)-trans-N-(8-chloro-7-fluoro-6-iodo-3-isoquinolinyl)-2-cyano-cyclopropanecarboxamide